CN([C@@H](CO)C(=O)O)C(=O)C=1N=C(SC1)N1CCC(CC1)NC(=O)OC(C)(C)C.ClC1=CC=CC2=C1N=NN(C2=O)CC(=O)N[C@@H](C)C2=CC=C(C=C2)C (S)-2-(8-chloro-4-oxo-benzo[d][1,2,3]triazin-3(4H)-yl)-N-(1-p-tolylethyl)acetamide Methyl-(2-(4-((tert-butoxycarbonyl)amino)piperidin-1-yl)thiazole-4-carbonyl)-Z-serinate